CS(=O)(=O)C1=CC=C(C=C1)C1=NN(C(C12CC(ON2)=O)=O)C 9-(4-Methanesulfonylphenyl)-7-methyl-2-oxa-1,7,8-triazaspiro[4.4]non-8-ene-3,6-dione